N-((1R,2S)-2-fluorocyclopropyl)-8-((4-methoxybenzyl)(methyl)amino)-6-(4-(4,4,5,5-tetramethyl-1,3,2-dioxaborolan-2-yl)indolin-1-yl)imidazo[1,2-b]pyridazine-3-carboxamide F[C@@H]1[C@@H](C1)NC(=O)C1=CN=C2N1N=C(C=C2N(C)CC2=CC=C(C=C2)OC)N2CCC1=C(C=CC=C21)B2OC(C(O2)(C)C)(C)C